ClC=1C=C(C=C(C1OC=1C=C2CCN(C(C2=CC1)=O)CC1=CC(=CC=C1)F)Cl)N1N=CC(NC1=O)=O (3,5-dichloro-4-((2-(3-fluorobenzyl)-1-oxo-1,2,3,4-tetrahydroisoquinolin-6-yl)oxy)phenyl)-1,2,4-triazine-3,5(2H,4H)-dione